C(C)(C)(C)OC(=O)N1C(=NC2=C1C=CC=C2CC(C)C)CN2C(C(=CC=C2)NC([C@H](CC\C=C\C(=O)N(C)C)NC(=O)OCC2=CC=CC=C2)=O)=O tert-Butyl-(S,E)-2-((3-(2-(((benzyloxy)carbonyl)amino)-7-(dimethylamino)-7-oxohept-5-enamido)-2-oxopyridin-1(2H)-yl)methyl)-4-isobutyl-1H-benzo[d]imidazol-1-carboxylat